2-[3-(4-chlorophenyl)-1,2,4-oxadiazol-5-yl]-2-methylpropanoic acid ClC1=CC=C(C=C1)C1=NOC(=N1)C(C(=O)O)(C)C